C1(CC1)C=1N=NN(C1)[C@H](C(=O)N1[C@@H](C[C@H](C1)O)C(=O)NCCC1CN(C(C1)=O)C)C(C)(C)C (2S,4R)-1-[(2S)-2-(4-cyclopropyltriazol-1-yl)-3,3-dimethyl-butanoyl]-4-hydroxy-N-[2-(1-methyl-5-oxo-pyrrolidin-3-yl)ethyl]pyrrolidine-2-carboxamide